ClC1=C(C(=CC=C1)Cl)C1=CC2=C(N=C(N=C2)NC2=CC=C(C=N2)O[C@H]2[C@H](COC2)NC(OC(C)(C)C)=O)N(C1=O)C tert-butyl N-[(3S,4S)-4-[[6-[[6-(2,6-dichlorophenyl)-8-methyl-7-oxo-pyrido[2,3-d]pyrimidin-2-yl]amino]-3-pyridyl]oxy]tetrahydrofuran-3-yl]carbamate